ClC=1C(=CC(=C(CNC(C(=O)O)(CO)C)C1)OCCN1CCCCC1)OCC1=C(C(=CC=C1)C1=CC2=C(OCCO2)C=C1)C ((5-Chloro-4-((3-(2,3-dihydrobenzo[b][1,4]dioxin-6-yl)2-methylbenzyl)oxy)-2-(2-(piperidin-1-yl)ethoxy)benzyl)amino)-3-hydroxy-2-methylpropanoic acid